N-(2-ethynylthiazol-4-yl)-4-(3'-(2-oxopyrrolidin-1-yl)-[1,1'-biphenyl]-4-yl)piperazine-1-carboxamide C(#C)C=1SC=C(N1)NC(=O)N1CCN(CC1)C1=CC=C(C=C1)C1=CC(=CC=C1)N1C(CCC1)=O